O1C(=CC2=C1C=CC=C2)C2=C1N=CC(=NC1=CC(=C2)C)COC 5-(benzofuran-2-yl)-2-(methoxymethyl)-7-methylquinoxaline